ClC1=CC2=C(N(C(N=C2N2C[C@H](N(C[C@@H]2C)C(=O)OC(C)(C)C)C)=O)C=2C(=NC=CC2C)C(C)C)N=C1[Sn](C)(C)C tert-butyl (2R,5S)-4-(6-chloro-1-(2-isopropyl-4-methylpyridin-3-yl)-2-oxo-7-(trimethylstannyl)-1,2-dihydropyrido[2,3-d]pyrimidin-4-yl)-2,5-dimethylpiperazine-1-carboxylate